5-chloro-3-(4-(ethoxycarbonyl)-1,5-dimethyl-1H-pyrrol-2-yl)picolinic acid ClC=1C=C(C(=NC1)C(=O)O)C=1N(C(=C(C1)C(=O)OCC)C)C